diphenyl-9,9-dimethylfluorene-2,7-diamine C1(=CC=CC=C1)C=1C(=C(C=2C(C3=CC(=CC=C3C2C1)N)(C)C)C1=CC=CC=C1)N